BrC1=NN(N=C1)CCNC(=O)[C@H]1N(C[C@@H](C1)O)C([C@H](C(C)(C)C)N1N=NC(=C1)C1CC1)=O (2S,4R)-N-[2-(4-bromotriazol-2-yl)ethyl]-1-[(2S)-2-(4-cyclopropyltriazol-1-yl)-3,3-dimethyl-butanoyl]-4-hydroxy-pyrrolidine-2-carboxamide